C1(=CC=CC=C1)C1CC=CC=C1 1-phenyl-1H-benzol